(S)-2-amino-N1,N5-bis(6-(bis(3-(((2S,3S,4S,5S,6R)-3,4,5-trihydroxy-6-(hydroxymethyl)tetrahydro-2H-pyran-2-yl)oxy)propyl)amino)-6-oxohexyl)pentanediamide N[C@H](C(=O)NCCCCCC(=O)N(CCCO[C@H]1O[C@@H]([C@H]([C@@H]([C@@H]1O)O)O)CO)CCCO[C@H]1O[C@@H]([C@H]([C@@H]([C@@H]1O)O)O)CO)CCC(=O)NCCCCCC(N(CCCOC1OC(C(C(C1O)O)O)CO)CCCO[C@H]1O[C@@H]([C@H]([C@@H]([C@@H]1O)O)O)CO)=O